O1CCN(CC1)CCCNC1=CC=C(C(=O)N)C=C1 4-((3-morpholinopropyl)amino)benzamide